N-(3-(2'-fluoro-[1,1'-biphenyl]-4-yl)propyl)-4-hydroxy-3,5-dimethylbenzamide FC1=C(C=CC=C1)C1=CC=C(C=C1)CCCNC(C1=CC(=C(C(=C1)C)O)C)=O